S1CCC(CC1)C(=O)N1C2CN(CC1C2)C2=NC=C(C=C2)C2=NOC(=N2)C(F)(F)F (Tetrahydro-2H-thiopyran-4-yl)(3-(5-(5-(trifluoromethyl)-1,2,4-oxadiazol-3-yl)pyridin-2-yl)-3,6-diazabicyclo[3.1.1]heptan-6-yl)methanone